Benzyl(2,3-bis((9Z,12Z)-octadeca-9,12-dien-1-yloxy)propyl)sulfane C(C1=CC=CC=C1)SCC(COCCCCCCCC\C=C/C\C=C/CCCCC)OCCCCCCCC\C=C/C\C=C/CCCCC